CC1=C(C=C(C(=O)NC=2C=NC=C(C2)C(F)(F)F)C=C1)NC1CN(C1)C=1C=NN2C1N=CC=C2 4-methyl-3-((1-(pyrazolo[1,5-a]pyrimidin-3-yl)azetidin-3-yl)amino)-N-(5-(trifluoromethyl)pyridin-3-yl)benzamide